NCCCC1=NC(=C(C=2N=C(NC(C21)=O)SC)F)Cl 5-(3-aminopropyl)-7-chloro-8-fluoro-2-methylsulfanyl-3H-pyrido[4,3-d]pyrimidin-4-one